ClC=1C(=C(C=CC1F)[C@H](NC(=O)N1[C@@H](C(NCC1)=O)C)C1CC2(CC2)C1)F (2R)-N-((R)-(3-chloro-2,4-difluorophenyl)(spiro[2.3]hexan-5-yl)methyl)-2-methyl-3-oxopiperazine-1-carboxamide